I[Cu] iodocopper (I)